(3-(4,4-bis(methoxymethyl)-cyclohexyl)-2-((methyl(2-(methylamino)ethyl)amino)-methyl)-6,7-dihydropyrazolo-[1,5-a]pyrazin-5(4H)-yl)-(tetrahydro-2H-pyran-4-yl)-methanone COCC1(CCC(CC1)C=1C(=NN2C1CN(CC2)C(=O)C2CCOCC2)CN(CCNC)C)COC